C(#N)C1=C(C=CC2=C1OC[C@H]1N2CCN(C1)C(=O)OC(C)(C)C)/N=C/N(C)C tert-butyl (S,E)-7-cyano-8-(((dimethylamino)methylene)amino)-1,2,4a,5-tetrahydrobenzo[b]pyrazino[1,2-d][1,4]oxazine-3(4H)-carboxylate